COC(NCC1=C(C=CC=C1)C=1SC(=CC1)C(C)NC1=NN=C(C2=CC=C(C=C12)N1CCOCC1)C(F)(F)F)=O methyl(2-(5-(1-((7-morpholino-4-(trifluoromethyl)phthalazin-1-yl)amino)ethyl)thiophen-2-yl)benzyl)carbamate